NC1=NN2C(C=C(C=C2)C=2C=C(C(=NC2C)OC)C(=O)NCC2=C(C=CC=C2)OCC2CC(C2)(F)F)=N1 5-{2-amino-[1,2,4]triazolo[1,5-a]pyridin-7-yl}-N-({2-[(3,3-difluorocyclobutyl)methoxy]phenyl}methyl)-2-methoxy-6-methylpyridine-3-carboxamide